BrCCCCCS(=O)(=O)NC=1C=C(C[C@H](N)C(=O)O)C=CC1 m-((5-bromopentyl)sulfonamido)-L-phenylalanine